BrC(CO)CO 2-bromo-1,3-propylene glycol